CC1=CCC(C(C)C)(O)CC1 4-terpinenol